COC(C1=NC(=CC=C1Br)N1C(C2=C(C=CC=C2CC1)C(NC=1SC2=C(N1)C=CC=C2)=O)C)=O 6-(8-(benzo[d]thiazol-2-ylcarbamoyl)-1-methyl-3,4-dihydroisoquinolin-2(1H)-yl)-3-bromopicolinic acid methyl ester